endo-8-{7-(4-chloro-2-(2-methoxyethyl)-2H-indazol-5-yl)-5H-pyrrolo[2,3-b]pyrazin-3-yl}-8-azabicyclo[3.2.1]octan-3-amine ClC=1C2=CN(N=C2C=CC1C1=CNC2=NC(=CN=C21)N2C1CC(CC2CC1)N)CCOC